2-((1r,2s)-2-amino-1-fluorocyclohexyl)-3,5-dichloro-N-(furan-2-ylmethyl)thieno[3,2-b]pyridin-7-amine N[C@@H]1[C@@](CCCC1)(F)C1=C(C2=NC(=CC(=C2S1)NCC=1OC=CC1)Cl)Cl